NCC1=CC=C(C=C1)CSC1=CC(=NN1C(=O)C1=COC=C1)C1C(N(CCN1)C(=O)N(C)C)C 3-[5-({[4-(aminomethyl)phenyl]methyl}sulfanyl)-1-(furan-3-carbonyl)-1H-pyrazol-3-yl]-N,N,2-trimethylpiperazine-1-carboxamide